NC1=NC=NN2C1=C(C=C2C=2C=C(C(=NC2)OC)C(=O)N[C@@H]2CN(C[C@@H]2F)CC(C2=CC=CC=C2)O)C(F)(F)F 5-[4-amino-5-(trifluoromethyl)pyrrolo[2,1-f][1,2,4]triazin-7-yl]-N-[(3R,4S)-4-fluoro-1-(2-hydroxy-2-phenylethyl)pyrrolidin-3-yl]-2-methoxypyridine-3-carboxamide